N-(4-((2-(2,6-dioxopiperidin-3-yl)-1-oxoisoindolin-4-yl)thio)butyl)piperazine-1-carboxamide O=C1NC(CCC1N1C(C2=CC=CC(=C2C1)SCCCCNC(=O)N1CCNCC1)=O)=O